CS(=O)C1=C(C=CC=C1)S(=O)(=O)N methanesulfinylbenzene-1-sulfonamide